1-(TERT-BUTOXYCARBONYL)-4-METHYL-PYRROL-3-YLBORONIC ACID C(C)(C)(C)OC(=O)N1C=C(C(=C1)C)B(O)O